propyltetrahydrofuranone C(CC)C1C(OCC1)=O